2-(Bromomethyl)pyrimidine-4-carboxylic acid BrCC1=NC=CC(=N1)C(=O)O